BrC=1C(=C(C=CC1)C1=NC(=C(C=O)C=C1)OC)Cl 6-(3-bromo-2-chlorophenyl)-2-methoxynicotinaldehyde